O[C@@H](\C=C/C\C=C/C\C=C/CCCCCCCCCCCCC(=O)OC)C#C\C=C\CC\C=C/CC methyl (S,14Z,17Z,20Z,25E,29Z)-22-hydroxydotriaconta-14,17,20,25,29-pentaen-23-ynoate